7-bromo-4-(1,1-difluoroethyl)-6-fluoro-4-hydroxy-3,4-dihydroquinazolin BrC1=C(C=C2C(NC=NC2=C1)(O)C(C)(F)F)F